FC(C(=O)N[C@H]1[C@@H](N(C(C1)=O)C=1C=C2C=NN(C2=CC1)C1=CN(C(C=C1)=O)C)C1=CC(=CC=C1)F)(C)F 2,2-difluoro-N-((2S,3R)-2-(3-fluorophenyl)-1-(1-(1-methyl-6-oxo-1,6-dihydropyridin-3-yl)-1H-indazol-5-yl)-5-oxopyrrolidin-3-yl)propanamide